2-(4-chloro-5-methoxy-2-methyl-phenyl)-4,4,5,5-tetramethyl-1,3,2-dioxaborolane ClC1=CC(=C(C=C1OC)B1OC(C(O1)(C)C)(C)C)C